benzyl (2S,4R)-4-(4-fluorophenyl)-1-((4-phenoxybutanoyl)glycyl)pyrrolidine-2-carboxylate FC1=CC=C(C=C1)[C@H]1C[C@H](N(C1)C(CNC(CCCOC1=CC=CC=C1)=O)=O)C(=O)OCC1=CC=CC=C1